FC(OC1=CC=C(C=C1)CC(=O)O)(F)F 2-(4-(trifluoro-methoxy)phenyl)acetic acid